Cl.FC(C=1C=C(C=C(C1)C(F)(F)F)C1=NN(C=N1)\C=C/C(=O)NNC1=CC=NC=C1)(F)F (Z)-3-(3-(3,5-bis(trifluoromethyl)phenyl)-1H-1,2,4-triazol-1-yl)-N'-(pyridin-4-yl)acrylohydrazide hydrochloride